4-(4,4,5,5-tetramethyl-1,3-dioxaborolan-2-yl)benzoyl chloride CC1(OB(OC1(C)C)C1=CC=C(C(=O)Cl)C=C1)C